Sulfonylbis(benzimidazole) S(=O)(=O)(C=1NC2=C(N1)C=CC=C2)C=2NC1=C(N2)C=CC=C1